4-((2-Ethyl-3,5-dioxo-1,2,4-thiadiazolidin-4-yl)methyl)-N-isopentylbenzamide C(C)N1SC(N(C1=O)CC1=CC=C(C(=O)NCCC(C)C)C=C1)=O